isopropyl (S)-6-diazo-2-(2-((4-fluorobenzyl)oxy) acetamido)-5-oxohexanoate [N+](=[N-])=CC(CC[C@@H](C(=O)OC(C)C)NC(COCC1=CC=C(C=C1)F)=O)=O